gold sulfur [S].[Au]